FC1=CC=C(C=C1)C1(COC1)CN (3-(4-fluorophenyl)oxetan-3-yl)methanamine